2-(2-bromoethoxy)-5-fluoro-1,1'-biphenyl BrCCOC1=C(C=C(C=C1)F)C1=CC=CC=C1